FC([C@@H](N)C1=CN(C2=CC(=C(C=C12)F)C1=C(C=CC=C1)C(F)(F)F)CC(C)(C)C)F (S)-2,2-difluoro-1-(5-fluoro-1-neopentyl-6-(2-(trifluoromethyl)phenyl)-1H-indol-3-yl)ethan-1-amine